2,7-bis(dimethyl(phenyl)silyl)-9-(5-methyl-2-((tetrahydro-2H-pyran-2-yl)oxy)phenyl)-9H-carbazole C[Si](C1=CC=2N(C3=CC(=CC=C3C2C=C1)[Si](C1=CC=CC=C1)(C)C)C1=C(C=CC(=C1)C)OC1OCCCC1)(C1=CC=CC=C1)C